(S)-(3-((4-dihydroxyboryl-3,5-difluorobenzyl)(5,6-diamino-6-oxohexyl)carbamoyl)-5-bromophenyl)boronic acid OB(C1=C(C=C(CN(C(=O)C=2C=C(C=C(C2)Br)B(O)O)CCCC[C@@H](C(=O)N)N)C=C1F)F)O